ClC=1C=C(O[C@@H](C(=O)NC)C)C=C(C1CC=1C=C(C(=CC1)O)C1=CC=C(C=C1)F)Cl (R)-2-(3,5-dichloro-4-((4'-fluoro-6-hydroxy-[1,1'-biphenyl]-3-yl)methyl)phenoxy)-N-methylpropanamide